5,5'-dibromo-2,2'-bipyridyl BrC=1C=CC(=NC1)C1=NC=C(C=C1)Br